C(CC(=O)O)C(=O)C(=O)O The molecule is an oxo dicarboxylic acid that consists of glutaric acid bearing an oxo substituent at position 2. It is an intermediate metabolite in Krebs cycle. It has a role as a fundamental metabolite. It derives from a glutaric acid. It is a conjugate acid of a 2-oxoglutarate(1-).